BrC1=C(C(=O)NC=2C=NC=CC2)C=C(C=C1)N1C=NN=C1 2-bromo-N-(pyridin-3-yl)-5-(4H-1,2,4-triazol-4-yl)benzamide